(3,4-epoxycyclohexyl)ethyltriisopropoxysilane C1(CC2C(CC1)O2)CC[Si](OC(C)C)(OC(C)C)OC(C)C